FC=1C(=NC(=NC1)NC1=CC=C(C=C1)[SH2](=O)C=N)N1CCOC2(CCCC2)C1 {4-[(5-fluoro-4-{6-oxa-9-azaspiro[4.5]decan-9-yl}pyrimidin-2-yl)amino]phenyl}(imino)methyl-λ6-sulfanone